FC1=C(C=C(C(=C1)OC)CC1=NNC(C2=CC=CC=C12)=O)C1=CC2=C(NC(=N2)NC(OC)=O)C=C1 Methyl (5-(2-fluoro-4-methoxy-5-((4-oxo-3,4-dihydrophthalazin-1-yl)methyl)phenyl)-1H-benzoimidazol-2-yl)carbamate